(fluoro-2-((4-fluorophenyl)sulfonyl)phenyl)methanol FC=1C(=C(C=CC1)CO)S(=O)(=O)C1=CC=C(C=C1)F